ClC1=CC=C2C=CC=NC2=C1C1=NN(C(=C1)S(=O)(=O)N)C(C)C (7-chloroquinolin-8-yl)-1-isopropyl-1H-pyrazole-5-sulfonamide